tetramethoxy-amphetamine COCC(N(OC)OC)(CC1=CC=CC=C1)OC